ClC=1C=C(C=CC1F)NC1=NC=NC2=CC(=C(C=C12)OC1CCN(CC1)C(=O)OC(C)(C)C)OC 4-[(3-chloro-4-fluorophenyl)amino]-6-[1-(tert-butoxycarbonyl)-piperidin-4-yloxy]-7-methoxy-quinazoline